NC1=NN(C2=C1C(=NC=1C=CC=CC21)NC2=C(C=CC=C2)S)C 2-[(3-amino-1-methyl-1H-pyrazolo[4,3-c]quinolin-4-yl)amino]thiophenol